((8-(4-cyanophenyl)-2,3-dihydro-4H-pyrido[4,3-b][1,4]thiazin-4-yl)sulfonyl)benzeneNitrile C(#N)C1=CC=C(C=C1)C1=CN=CC2=C1SCCN2S(=O)(=O)C2=C(C=CC=C2)C#N